ClC1=CC2=C(CCN(CC2)C(CN2C(C3=CC(=CC=C3C2)C2=NC(=NC=C2Cl)NC2=CNOC=C2)=O)=O)C=C1 [2-(7-chloro-2,3,4,5-tetrahydro-1H-3-benzazepin-3-yl)-2-oxoethyl]-6-{5-chloro-2-[(oxazin-4-yl)amino]pyrimidin-4-yl}-2,3-dihydro-1H-isoindol-1-one